(R)-3-(4-phenoxyphenyl)-1-(1-(propylsulfo)piperidin-3-yl)-1H-pyrazolo[3,4-d]pyrimidin-4-amine O(C1=CC=CC=C1)C1=CC=C(C=C1)C1=NN(C2=NC=NC(=C21)N)[C@H]2CN(CCC2)S(=O)(=O)OCCC